OCC1=CC=C(OCC(=O)O)C=C1 4-hydroxymethylphenoxyacetic acid